(R)-3-(acetylamino)-1-phenylpropanol C(C)(=O)NCC[C@@H](O)C1=CC=CC=C1